COC=1C=C(C=C(C1)OC)C1=CC(=NN1CC1=C(C=CC=C1F)OCC)C(=O)OC Methyl 5-(3,5-dimethoxyphenyl)-1-[(2-ethoxy-6-fluorophenyl)methyl]-1H-pyrazole-3-carboxylate